tert-amyl peroxybenzoate (tert-butylperoxybenzoate) C(C)(C)(C)C1=C(C(=O)OO)C=CC=C1.C(C1=CC=CC=C1)(=O)OOC(C)(C)CC